C1(CCCCC1)N1N=C(C=C1)B1OC(C(O1)(C)C)(C)C 1-cyclohexyl-3-(4,4,5,5-tetramethyl-1,3,2-dioxaborolan-2-yl)pyrazole